FC1=C(C(=CC=C1)F)C=1C(=C(N=NC1)C(=O)N)NC=1C=NC(=CC1)S(=O)(=O)C (2,6-difluorophenyl)-4-((6-(methanesulfonyl)pyridin-3-yl)amino)pyridazine-3-carboxamide